N-((3-((5-((3S,4S)-4-amino-3-methyl-2-oxa-8-azaspiro[4.5]decan-8-yl)pyrazin-2-yl)thio)-2-chlorophenyl)carbamoyl)cyclopentanesulfonamide N[C@@H]1[C@@H](OCC12CCN(CC2)C=2N=CC(=NC2)SC=2C(=C(C=CC2)NC(=O)NS(=O)(=O)C2CCCC2)Cl)C